CC1N(C1)P(N1C(C1)C)(N1C(C1)C)=O Tris(2-methyl-1-aziridinyl)phosphine oxide